Lithium bis(perfluoromalonate) borate B([O-])(O)O.FC(C(=O)O)(C(=O)O)F.FC(C(=O)O)(C(=O)O)F.[Li+]